NC1=CC=C(C=C1)S(=O)(=O)NCCCCCCCCO 4-amino-N-(8-hydroxyoctyl)benzenesulfonamide